Cl.CN1CC(C1)C1=CC=C(N=N1)C1=C(C=C(C=C1)C=1C=CC=2N(N1)C=C(N2)C)O 2-(6-(1-methylazetidin-3-yl)pyridazin-3-yl)-5-(2-methylimidazo[1,2-b]pyridazin-6-yl)phenol hydrochloride